cyclopropyl-4-(4,4,5,5-tetramethyl-1,3,2-dioxaborolan-2-yl)pyrazole C1(CC1)C1=NNC=C1B1OC(C(O1)(C)C)(C)C